Cl.ClC1=C(C=CC(=C1)C(F)(F)F)NC(CN1C=2C(C(C(=C1CC)N1CCNCC1)=O)=NN(N2)C2=CC(=NC=C2)OC)=O N-(2-chloro-4-(trifluoromethyl)phenyl)-2-(5-ethyl-2-(2-methoxypyridin-4-yl)-7-oxo-6-(piperazin-1-yl)-2,7-dihydro-4H-[1,2,3]triazolo[4,5-b]pyridin-4-yl)acetamide hydrochloride